alpha-docosene C=CCCCCCCCCCCCCCCCCCCCC